4-ethylphenylacetic acid, 4-cyanophenyl ester C(C)C1=CC=C(C=C1)CC(=O)OC1=CC=C(C=C1)C#N